2-(benzo[d]oxazol-2-ylmethyl)-6-(5-(3-chlorophenyl)-1,3,4-thiadiazol-2-yl)pyridazin-3(2H)-one O1C(=NC2=C1C=CC=C2)CN2N=C(C=CC2=O)C=2SC(=NN2)C2=CC(=CC=C2)Cl